[Cl-].[F-].[Al+3].[Na+] sodium aluminum fluoride chloride